C1(CCCCC1)C(CC(=O)C1CCCCC1)=O 1,3-dicyclohexyl-1,3-propanedione